C(CCCCCCCCCCCCCCCCC)(=O)O.C(C(C)O)O 1,2-propylene glycol monostearate